OCC1(N2CCC(C1=O)CC2)COC 2-(hydroxymethyl)-2-(methoxymethyl)-1-azabicyclo[2.2.2]Octan-3-one